6-chloro-3-iodo-1-isobutyl-pyrazolo[4,3-c]pyridine ClC1=CC2=C(C=N1)C(=NN2CC(C)C)I